8-benzyl-3,3-dimethyl-2-(4-(trifluoromethyl)pyridin-2-yl)-2,8-diazaspiro[4.5]decan-1-one C(C1=CC=CC=C1)N1CCC2(CC(N(C2=O)C2=NC=CC(=C2)C(F)(F)F)(C)C)CC1